(N,N'-tetramethyl-ethylenediamine) copper [Cu].CN(CCN(C)C)C